(3-(2-((1-Methyl-1H-pyrazol-4-yl)amino)pyrimidin-4-yl)-8-azabicyclo[3.2.1]oct-2-en-8-yl)(2-(trifluoromethyl)cyclopropyl)methanone CN1N=CC(=C1)NC1=NC=CC(=N1)C1=CC2CCC(C1)N2C(=O)C2C(C2)C(F)(F)F